methyl 2-methyl-4-(5-(trifluoromethyl)-5-(6-(trifluoromethyl)pyrazin-2-yl)-4,5-dihydroisoxazol-3-yl)benzoate CC1=C(C(=O)OC)C=CC(=C1)C1=NOC(C1)(C1=NC(=CN=C1)C(F)(F)F)C(F)(F)F